Benzimidazolo[1,2-a]benzimidazol C1=CC=CC2=C1N1C(NC3=C1C=CC=C3)=N2